rac-7,8-dimethyl-5,6,7,8-tetrahydroimidazo[1,2-a]pyrazine-2-carbaldehyde CN1[C@@H](C=2N(CC1)C=C(N2)C=O)C |r|